C(C)OC(=O)C1N([C@H]2C[C@]2(C1)C)C(CNC(C1=CC=C(C=C1)C(C1=CC=CC=C1)=O)=O)=O (1S,5S)-2-((4-benzoylbenzoyl)glycyl)-5-methyl-2-azabicyclo[3.1.0]hexane-3-carboxylic acid ethyl ester